2-fluorosalicylaldehyde FC1(C(C=O)C=CC=C1)O